CO[Al](OC1=C(C=CC=C1C(C)(C)C)C(C)(C)C)OC1=C(C=CC=C1C(C)(C)C)C(C)(C)C methoxybis(2,6-di-tert-butylphenoxy)aluminum